[Mn].[Sm].[Ce] cerium-samarium-manganese